N-[5-(4-formylphenyl)-2-[4-(trifluoromethoxy)phenyl]-1,2,4-triazol-3-yl]cyclopropylsulfonamide C(=O)C1=CC=C(C=C1)C=1N=C(N(N1)C1=CC=C(C=C1)OC(F)(F)F)NS(=O)(=O)C1CC1